Cl.C(C)C1=C(C(=CC=C1)CC)N1N=C2C(=C1C1=C3C=CNC3=C(C=C1)F)CNC2(C)C 4-(2-(2,6-diethylphenyl)-6,6-dimethyl-2,4,5,6-tetrahydropyrrolo[3,4-c]Pyrazol-3-yl)-7-fluoro-1H-indole hydrochloride